OC1=C(C(=O)OC)C=CC(=C1)O methyl 2,4-dihydroxy-benzoate